C(#N)C(C(=S)O)CC(C)C(=S)CC Cyano-4-(ethylthiocarbonyl)thiopentanoic acid